F[C@@H]1CN(C[C@H]1F)C1=CC=2OCCN(C2N=C1)C1=NC2=CC(=NC=C2C=C1)CN [2-[7-[(3r,4r)-3,4-difluoropyrrolidin-1-yl]-2,3-dihydropyrido[3,2-B][1,4]oxazin-4-yl]-1,6-naphthyridin-7-yl]methylamine